N1C(=NC2=C1C=CC=C2)CNCCC=2SC=C(N2)C(=O)NCC2=CC(=NC=C2)OC 2-{2-[(1H-1,3-Benzodiazol-2-ylmethyl)amino]ethyl}-N-[(2-methoxypyridin-4-yl)methyl]-1,3-thiazole-4-carboxamide